3-(6,8-di-tert-butyl-2H-benzopyran-3-yl)-5-(2-fluoro-5-nitrophenyl)-1,2,4-oxadiazole C(C)(C)(C)C=1C=C(C2=C(C=C(CO2)C2=NOC(=N2)C2=C(C=CC(=C2)[N+](=O)[O-])F)C1)C(C)(C)C